O1C(=CC=C1)CS(=O)CC(=O)NCCCC(CCNC(C(=O)[O-])CCCCCC)CCCCC(OC(CC)CCCCCCCC)=O (3-((2-((furan-2-ylmethyl)sulfinyl)acetamido)propyl)(8-oxo-8-(undecan-3-yloxy)octyl)amino)octanoate